[Na+].[Na+].S(=O)(=O)([O-])CCCSSCCCS(=O)(=O)[O-] bis(3-sulfopropyl) disulfide disodium salt